4-amino-7-fluoro-1-methyl-N-(2,2,2-trifluoroethyl)-N-(6-(trifluoromethyl)-2,3-dihydrobenzofuran-3-yl)-1H-pyrazolo[4,3-c]quinolin-8-carboxamide NC1=NC=2C=C(C(=CC2C2=C1C=NN2C)C(=O)N(C2COC1=C2C=CC(=C1)C(F)(F)F)CC(F)(F)F)F